C(CCC)(=O)OCC(OC(CCCCCCC\C=C/CCCCCCCC)=O)COC(CCCCCCCCCCCCCCCCC)=O 1-butyryl-2-oleoyl-3-stearoylglycerol